COC=1C=C(C=CC(=O)NC=2C(C(=O)O)=CC=CC2)C=CC1OC N-[3,4'-dimethoxycinnamoyl]-anthranilic acid